COC1=CC(=C(C=C1)B1OC(C(O1)(C)C)(C)C)OC(F)(F)F 2-(4-methoxy-2-(trifluoromethoxy)phenyl)-4,4,5,5-tetramethyl-1,3,2-dioxaborolane